[Co].FC(S(=O)(=O)O)(F)F trifluoromethanesulfonic acid cobalt